isopropyl 3-ethoxy-α-cyanocinnamate C(C)OC=1C=C(C=C(C(=O)OC(C)C)C#N)C=CC1